(6-chloro-8-fluoroimidazo[1,5-a]pyridin-3-yl)methanamine hydrochloride Cl.ClC=1C=C(C=2N(C1)C(=NC2)CN)F